3-(3-methyl-3,6-diazabicyclo[3.1.1]heptan-6-yl)-2-nitroaniline CN1CC2N(C(C1)C2)C=2C(=C(N)C=CC2)[N+](=O)[O-]